pyridin-3-ylmethyl [4-(2-amino-phenylcarbamoyl)-benzyl]-carbamate NC1=C(C=CC=C1)NC(=O)C1=CC=C(CNC(OCC=2C=NC=CC2)=O)C=C1